C1(=CC=CC=C1)C(CN(CC(=O)N1CC(N(CC1)C(=O)OC(C)(C)C)C1=CC=CC=C1)C(C#C)=O)C1=CC=CC=C1 tert-Butyl 4-[2-[2,2-diphenylethyl(prop-2-ynoyl)amino]acetyl]-2-phenyl-piperazine-1-carboxylate